FC=1C=C(C2=C(C(=C(O2)[C@H](C(F)(F)F)NC(NC=2C=NC(=NC2)N2[C@H](CNC(C2)=O)C)=O)C)C1)F 3-[(1R)-1-(5,7-difluoro-3-methyl-1-benzofuran-2-yl)-2,2,2-trifluoroethyl]-1-{2-[(2S)-2-methyl-5-oxopiperazin-1-yl]pyrimidin-5-yl}urea